tert-butyl 4-(7,7-difluoro-2-(methylsulfonyl)-6,7-dihydro-5H-cyclopenta[d]pyrimidin-4-yl)piperazine-1-carboxylate FC1(CCC2=C1N=C(N=C2N2CCN(CC2)C(=O)OC(C)(C)C)S(=O)(=O)C)F